4-fluoro-3,5-diiodo-1H-pyrazole FC=1C(=NNC1I)I